1-allyl-3-methyl-imidazolium bis(trifluoromethanesulfonyl)imide [N-](S(=O)(=O)C(F)(F)F)S(=O)(=O)C(F)(F)F.C(C=C)N1C=[N+](C=C1)C